5-(4-cyclopropyl-6-methoxy-pyrimidin-5-yl)-7-methylsulfanyl-thiazolo[5,4-d]pyrimidine C1(CC1)C1=NC=NC(=C1C=1N=C(C2=C(N1)SC=N2)SC)OC